5-(2-((1-carbamoylcyclopropyl)amino)-2-oxoacetyl)-N-(4-fluoro-3-methylphenyl)-1,2,4-trimethyl-1H-pyrrole-3-carboxamide C(N)(=O)C1(CC1)NC(C(=O)C1=C(C(=C(N1C)C)C(=O)NC1=CC(=C(C=C1)F)C)C)=O